C(C)(=O)ON=CC(=O)C=1C=CC=2N(C3=CC=C(C=C3C2C1)C(C1=C(C=C(C=C1)OCC1OC(OC1)(C)C)C)=O)CC N-acetoxy-1-[9-ethyl-6-{2-methyl-4-(3,3-dimethyl-2,4-dioxacyclopentylmethyloxy)benzoyl}-9H-carbazole-3-yl]ethane-1-one-2-imine